C(C)N1C=NC(=C1CSC=1NC(C2=C(N1)COC2)=O)C(F)(F)F 2-({[3-ethyl-5-(trifluoromethyl)imidazol-4-yl]methyl}sulfanyl)-3H,5H,7H-furo[3,4-d]pyrimidin-4-one